5-methyl-1,3,5-triazine CN1CN=CN=C1